1-(4-(1H-benzo[d]imidazol-4-yl)-piperazin-1-yl)ethan-1-one N1C=NC2=C1C=CC=C2N2CCN(CC2)C(C)=O